C12CN(CC(N1)C2)C2=CC=C(C=N2)C=2C=1N(C=C(C2)OC[C@H](C)O)N=CC1C#N 4-(6-(3,6-Diazabicyclo[3.1.1]hept-3-yl)pyridin-3-yl)-6-((S)-2-hydroxypropoxy)pyrazolo[1,5-a]pyridine-3-carbonitrile